C(C)OC(CCCC(C(=O)NC=1C=NC(=C(C1)[Se]C)C#N)(C)O)=O 6-[(6-cyano-5-methylselenopyridin-3-yl)amino]-5-hydroxy-5-methyl-6-oxohexanoic acid ethyl ester